C(C1=CC=CC=C1)OC(N[C@H](C(=O)NN(C(C(F)Cl)=O)CCC(=O)N)CC1CCCCC1)=O N-[(1S)-2-[2-(3-amino-3-oxo-propyl)-2-(2-chloro-2-fluoro-acetyl)hydrazino]-1-(cyclohexylmethyl)-2-oxo-ethyl]carbamic acid benzyl ester